5-bromo-2-phenylimidazo[1,2-a]pyridine BrC1=CC=CC=2N1C=C(N2)C2=CC=CC=C2